ClC1=CC=C(C(=O)N2CCC(CC2)CNC(OC(C)(C)C)=O)C=C1 tert-butyl ((1-(4-chlorobenzoyl)piperidin-4-yl)methyl)carbamate